C(C)(=O)NN1N=C2C(C=3C(N(C(C3C(=C2)NC(C2=CC(=CC(=C2)C(F)(F)F)F)=O)C2=C(C=CC(=C2)F)Cl)CC2=CC=C(C=C2)OC)=O)=N1 N-(2-acetamido-6-(2-chloro-5-fluorophenyl)-7-(4-methoxybenzyl)-8-oxo-7,8-dihydro-6H-triazolo[4,5-e]isoindol-5-yl)-3-fluoro-5-(trifluoromethyl)benzamide